C(C)OP(=O)(C)CC=O 2-(ethoxy-methyl-phosphoryl)-acetaldehyde